C1CC12CN(CC2)CC2=CC(=C1CN(C(C1=C2)=O)C2=NC(=CC(=C2)C=2C=C(C#N)C=CC2C2=NN=CN2C)NCCC2CC2)C(F)(F)F 3-[2-(6-{5-azaspiro[2.4]heptan-5-ylmethyl}-1-oxo-4-(trifluoromethyl)-3H-isoindol-2-yl)-6-[(2-cyclopropylethyl)amino]pyridin-4-yl]-4-(4-methyl-1,2,4-triazol-3-yl)benzonitrile